Racemic-((1RS,2SR)-2-(4-fluorophenyl)cyclopropyl)(4-(pyrimidin-2-yl)piperazin-1-yl)methanone FC1=CC=C(C=C1)[C@@H]1[C@@H](C1)C(=O)N1CCN(CC1)C1=NC=CC=N1 |r|